(2s,3s,4s,5r)-3-(3,4-difluoro-5-iodo-2-methoxyphenyl)-4,5-dimethyl-5-(trifluoromethyl)tetrahydrofuran-2-carboxylic acid methyl ester COC(=O)[C@H]1O[C@]([C@H]([C@H]1C1=C(C(=C(C(=C1)I)F)F)OC)C)(C(F)(F)F)C